(R)-4-((2-cyanophenyl)thio)-6-(1-(2-hydroxypropyl)-1H-pyrazol-4-yl)pyrazolo[1,5-a]pyridine-3-carbonitrile C(#N)C1=C(C=CC=C1)SC=1C=2N(C=C(C1)C=1C=NN(C1)C[C@@H](C)O)N=CC2C#N